ClC1=NC2=NC(=C(N=C2C=N1)C)C 2-chloro-6,7-dimethyl-pteridine